C[C@@H]1CC2=C(C=C(C(=C2C(=O)O1)O)C(=O)O)Cl The molecule is a member of the class of isocoumarins that is 1-oxo-3,4-dihydro-2-benzopyran-7-carboxylic acid carrying additional methyl, chloro and hydroxy substituents at positions 3, 5 and 8 respectively. A non-toxic metabolite of the mycotoxin ochratoxin A. It has a role as a bacterial xenobiotic metabolite, a human urinary metabolite, a human xenobiotic metabolite and a marine xenobiotic metabolite. It is a member of isochromanes, a member of isocoumarins, an organochlorine compound, a member of phenols and a member of benzoic acids.